2-((1-(pyridazin-3-yl)ethyl)amino)ethan-1-ol N1=NC(=CC=C1)C(C)NCCO